N1C=NC(=C1)C1CCN(CC1)S(=O)(=O)C=1C=C(N)C=CC1 3-((4-(1H-imidazol-4-yl)piperidin-1-yl)sulfonyl)aniline